3-(((2S,3R,4S,5S,6S)-3,4,5-triacetoxy-6-(methoxycarbonyl)tetrahydro-2H-pyran-2-yl)oxy)quinoline-2-carboxylic acid C(C)(=O)O[C@H]1[C@@H](O[C@@H]([C@H]([C@@H]1OC(C)=O)OC(C)=O)C(=O)OC)OC=1C(=NC2=CC=CC=C2C1)C(=O)O